BrC=1C=2N(C(=CC1)C)N=CN2 8-Bromo-5-methyl-[1,2,4]triazolo[1,5-a]pyridine